3,4-diphenylfuroxan C1(=CC=CC=C1)C1=[N+](ON=C1C1=CC=CC=C1)[O-]